ClC1=C(C=CC=C1)C(C#N)C1=NC=CC(=C1)C(F)F 2-(2-chlorophenyl)-2-(4-(difluoromethyl)pyridin-2-yl)acetonitrile